5-(3-isopropoxy-1-methyl-pyrazolo[3,4-c]pyridazin-5-yl)-1H-pyrimidine-2,4-dione C(C)(C)OC1=NN(C2=NN=C(C=C21)C=2C(NC(NC2)=O)=O)C